BrC=1C=C(SC1)C1=NNC(=C1)NC1=CC=C(C=C1)N1CCN(CC1)C 3-(4-bromothien-2-yl)-N-(4-(4-methylpiperazin-1-yl)phenyl)-1H-pyrazol-5-amine